C(C)(C)(C)OC(=O)N1CCN(CC1)C1=CC=C2C(=N1)C(=C(N2)C=2C(=C(C=1N(C2)N=CN1)C)C)C(C)C 4-(2-(7,8-dimethyl-[1,2,4]triazolo[1,5-a]pyridin-6-yl)-3-isopropyl-1H-pyrrolo[3,2-b]pyridin-5-yl)piperazine-1-carboxylic acid tert-butyl ester